C[Si]1(CCN(CC1)C1=C(C(=O)NC2=NC(=C(C=C2)C)N2CCOCC2)C=CC(=C1)[N+](=O)[O-])C 2-(4,4-dimethyl-1,4-azasilinan-1-yl)-N-(5-methyl-6-morpholinopyridin-2-yl)-4-nitrobenzamide